4-fluoro-3-nitrophenyl azide FC1=C(C=C(C=C1)N=[N+]=[N-])[N+](=O)[O-]